C(C)(=O)N1CCC(=CC1)C1=C(C(=C(N=N1)OC1=C(C=C(C=C1)C#N)OC)C(=O)NC1=CC(=CC=C1)S(=O)(=O)C)C 6-(1-acetyl-3,6-dihydro-2H-pyridin-4-yl)-3-(4-cyano-2-methoxy-phenoxy)-5-methyl-N-[3-(methylsulfonyl)phenyl]pyridazine-4-carboxamide